5-(tert-butyl)pyrimidin-2-ol C(C)(C)(C)C=1C=NC(=NC1)O